ClC1=C(C=C(CN(C2=C(C(=NC=N2)NCC2CCN(CC2)CC(=O)N)F)C2CC2)C=C1C)C 2-(4-(((6-((4-chloro-3,5-dimethylbenzyl)(cyclopropyl)amino)-5-fluoropyrimidin-4-yl)amino)methyl)piperidin-1-yl)acetamide